C(C)(C)(C)NC1CN(CC1)C=1N=NC(=CN1)C1=NC=C(C=C1O)C=1C=NNC1 2-{3-[3-(tert-butylamino)pyrrolidin-1-yl]-1,2,4-triazin-6-yl}-5-(1H-pyrazol-4-yl)pyridin-3-ol